6-chloro-3-[[(1R)-1-[(7S)-14-fluoro-5,9-dioxa-2,11,18-triazatetracyclo[8.8.0.02,7.012,17]octadeca-1(18),10,12(17),13,15-pentaen-16-yl]ethyl]amino]pyridine-2-carbaldehyde ClC1=CC=C(C(=N1)C=O)N[C@H](C)C1=CC(=CC=2N=C3OC[C@@H]4COCCN4C3=NC12)F